ClC=1C(=C(C(=O)O)C=CN1)Cl 2,3-dichloroisonicotinic acid